C(C)(C)(C)OC([C@H](CC(=C)C)N)=O (2S)-2-amino-4-methylpent-4-enoic acid tert-butyl ester